S1SC1=S dithiothioketone